methanimidamide acetic acid salt C(C)(=O)O.C(N)=N